6-(trans-4-(aminomethyl)cyclohexane-1-yl)formamido-4-((S)-2-(2-cyano-4,4-difluoropyrrolidin-1-yl)-2-oxoethyl)carbamoylquinoline NC[C@@H]1CC[C@H](CC1)C(=O)NC=1C=C2C(=CC=NC2=CC1)C(NCC(=O)N1[C@@H](CC(C1)(F)F)C#N)=O